bis(piperazinoethyl)amine N1(CCNCC1)CCNCCN1CCNCC1